1-[2-(3,3-dimethylmorpholin-4-yl)ethyl]-4-[3-(1-ethyl-3-methyl-1H-pyrazol-5-yl)-1H-1,2,4-triazol-5-yl]-1H-indazole-6-carboxamide CC1(N(CCOC1)CCN1N=CC2=C(C=C(C=C12)C(=O)N)C1=NC(=NN1)C1=CC(=NN1CC)C)C